C(#N)CC=1C=C(C(=NC1OC)NS(=O)(=O)C1=CNC2=CC(=CC=C12)[N+](=O)[O-])F N-[5-(cyanomethyl)-3-fluoro-6-methoxypyridin-2-yl]-6-nitro-1H-indole-3-sulfonamide